3-(methanesulfonyl)azetidine CS(=O)(=O)C1CNC1